C(CCC)C1=C(C=CC=C1)N(C1=CC=CC=C1)CCCC butyl-butyl-diphenylamine